C1NCC12CC(C2)O 2-aza-spiro[3.3]heptan-6-ol